C(CCCCCCCC=CCC=CCC=C)(=O)O 9,12,15-hexadecatrienoic acid